CO[Si](CCCN(CCO)CCC[Si](OC)(OC)OC)(OC)OC 2-[bis[3-(trimethoxysilyl)propyl]amino]-ethanol